((2S,3R,6S)-4-Benzyl-2,6-dimethylmorpholin-3-yl)methanol C(C1=CC=CC=C1)N1[C@@H]([C@@H](O[C@H](C1)C)C)CO